C1(CC1)N1N=C(C(=C1)OC1=C2C(=NC=C1)NC(=C2)CCCO)C2CCOCC2 3-(4-((1-cyclopropyl-3-(tetrahydro-2H-pyran-4-yl)-1H-pyrazol-4-yl)oxy)-1H-pyrrolo[2,3-b]pyridin-2-yl)propan-1-ol